C(CC)OC(C(C(=O)OCCC)=CC1=CC=C(C=C1)OC)=O 4-Methoxybenzylidene-malonic acid dipropyl ester